CC=1C=C2C(=NC(=NC2=CC1)NC1COCC1)N1CC=2C=C(C=NC2CC1)C(F)(F)F 6-methyl-N-tetrahydrofuran-3-yl-4-[3-(trifluoromethyl)-7,8-dihydro-5H-1,6-naphthyridin-6-yl]quinazolin-2-amine